(S)-(4-(difluoromethyl)oxazol-5-yl)(4-(6-fluoropyrazolo[1,5-a]pyridin-2-yl)-6,7-dihydro-1H-imidazo[4,5-c]pyridin-5(4H)-yl)methanone FC(C=1N=COC1C(=O)N1[C@@H](C2=C(CC1)NC=N2)C2=NN1C(C=CC(=C1)F)=C2)F